C1(CC1)[C@H](C1=CC2=C(NC(=N2)[C@@H](NC(=O)C2=CC=NN2C)C2CCC(CC2)(F)F)C=C1)NC(CCC(F)(F)F)=O |o1:3| N-((S)-(5-((R*)-Cyclopropyl(4,4,4-trifluorobutanamido)methyl)-1H-benzo[d]imidazol-2-yl)(4,4-difluorocyclohexyl)methyl)-1-methyl-1H-pyrazole-5-carboxamide